C1(CC(=O)OC(C2C(C(=CC=C2)C)=[SiH2])(C)O1)=O dimethylsilylenebenzylidene malonate